C(C1=CC=CC=C1)NC1=C(C=2NC3=CC=C(C=C3C2C=C1)F)OCCN(C)C N-benzyl-1-(2-(dimethyl-amino)ethoxy)-6-fluoro-9H-carbazol-2-amine